1-(trans-4-((5-cyanopyridin-2-yl)amino)cyclohexyl)-1-(4-(1-methyl-1H-pyrazol-4-yl)phenyl)-3-((6-methylpyridin-2-yl)methyl)urea C(#N)C=1C=CC(=NC1)N[C@@H]1CC[C@H](CC1)N(C(=O)NCC1=NC(=CC=C1)C)C1=CC=C(C=C1)C=1C=NN(C1)C